2-[4-[6-[(4-Cyano-2-fluoro-phenyl)methoxy]-2-pyridinyl]-2-fluoro-phenyl]acetic acid methyl ester COC(CC1=C(C=C(C=C1)C1=NC(=CC=C1)OCC1=C(C=C(C=C1)C#N)F)F)=O